(S)-(2,2-difluorocyclopropyl)-methyl (3-(3,3-difluorocyclobut-yl)-4-isopropyl-1-methyl-1H-pyrazol-5-yl)carbamate FC1(CC(C1)C1=NN(C(=C1C(C)C)NC(OC[C@H]1C(C1)(F)F)=O)C)F